O=C1NC(CCC1N1C(C2=CC=CC(=C2C1)OCCN(C(OC(C)(C)C)=O)C)=O)=O tert-butyl (2-((2-(2,6-dioxopiperidin-3-yl)-1-oxoisoindolin-4-yl)oxy)ethyl)(methyl)carbamate